OC1=C(C=CC(=C1)OCC=C)C(=O)C1=C(C=C(C=C1)OCC=C)O bis[2-hydroxy-4-(2-propen-1-yloxy)phenyl]methanone